C(C1=CC=CC=C1)[C@H]1[C@@H](OC2(O1)CCCC2)C(=O)OC (2R,3S)-methyl 3-benzyl-1,4-dioxaspiro[4.4]nonane-2-carboxylate